ClC(COC(N[C@@]1([C@](O)([C@H](O)[C@@H](CO)O1)C(C1=CC=C(C=C1)C(C1=CC=CC=C1)=O)=O)N1C=NC=2C(N)=NC=NC12)=O)(Cl)Cl (4-benzoylbenzoyl)adenosinecarbamic acid 2,2,2-trichloroethyl ester